NC1=NC=NC=2C3=C(CC(C12)(C)C)C(=C(C=C3)OC3CCC(CC3)NC(OC(C)(C)C)=O)N3CC(CC3)C(N)=O tert-butyl N-[4-[[4-amino-7-(3-carbamoylpyrrolidin-1-yl)-5,5-dimethyl-6H-benzo[h]quinazolin-8-yl]oxy]cyclohexyl]carbamate